N-(2-{8-[(2-cyano-2-methylideneethyl)amino]-7-methoxynaphthalen-2-yl}pyridin-4-yl)-1-methylpiperidine-4-carboxamide C(#N)C(CNC=1C(=CC=C2C=CC(=CC12)C1=NC=CC(=C1)NC(=O)C1CCN(CC1)C)OC)=C